5-(2-(1-(((1r,3r)-3-((2-(3,4-difluorophenyl)imidazo[1,2-a]pyridin-7-yl)oxy)cyclobutyl)methyl)piperidin-4-yl)ethoxy)-2-(2,6-dioxopiperidin-3-yl)isoindoline-1,3-dione FC=1C=C(C=CC1F)C=1N=C2N(C=CC(=C2)OC2CC(C2)CN2CCC(CC2)CCOC=2C=C3C(N(C(C3=CC2)=O)C2C(NC(CC2)=O)=O)=O)C1